5-Benzyl-1-methyl-1H-pyrazole-4-carboxylic acid C(C1=CC=CC=C1)C1=C(C=NN1C)C(=O)O